COC1=C(C=C2C=CN=C(C2=C1)OC[C@@H]1NC(CC1)=O)C(=O)N 7-methoxy-1-{[(2R)-5-oxopyrrolidin-2-yl]methoxy}isoquinoline-6-carboxamide